N-(2-(6-(((3aR,5s,6aS)-2-((tetrahydro-2H-pyran-4-yl)methyl-d2)octahydrocyclopenta[c]pyrrol-5-yl)amino)pyridazin-3-yl)phenyl)acetamide-2,2,2-d3 O1CCC(CC1)C(N1C[C@@H]2[C@H](C1)CC(C2)NC2=CC=C(N=N2)C2=C(C=CC=C2)NC(C([2H])([2H])[2H])=O)([2H])[2H]